8-chloro-4-(3-methoxy-2,6-dimethylphenyl)-[1,2,4]triazolo[1,5-a][1,6]naphthyridine ClC1=NC=C2C=C(C=3N(C2=C1)N=CN3)C3=C(C(=CC=C3C)OC)C